C(#N)C=1C=C(C=CC1F)C=1ON=C2C=3N(CC(CC21)=C)N=C2C3CN(CC2)C(=O)N 3-Cyano-4-fluorophenyl-5-methylene-5,6,9,10-tetrahydro-4H-isoxazolo[3,4-c]pyrido[4',3':3,4]pyrazolo[1,5-a]azepine-11(12H)-carboxamide